C1N(CCC12CNCC2)C2=C(C(N(C1=CC=CC=C21)C)=O)C#N (2,7-diazaspiro[4.4]non-2-yl)-1-methyl-2-oxo-1,2-dihydroquinoline-3-carbonitrile